di-(n-decyl)amine C(CCCCCCCCC)NCCCCCCCCCC